6-(2-(benzofuran-5-yl)-3-chlorophenyl)-2,3-dihydro-1H-indene-1-carboxylic acid O1C=CC2=C1C=CC(=C2)C2=C(C=CC=C2Cl)C2=CC=C1CCC(C1=C2)C(=O)O